FC1(CCN(CCC1)C1=C(C(=O)O)C=CC(=N1)C(F)(F)F)F 2-(4,4-Difluoroazepan-1-yl)-6-(trifluoromethyl)nicotinic acid